NC=1SC2=C(N1)C(=CC(=C2)C(=O)OC)C2COCC2 methyl 2-amino-4-(oxolan-3-yl)-1,3-benzothiazole-6-carboxylate